1-bromononene BrC=CCCCCCCC